N-(3-(2-(1-((tert-Butyldiphenylsilyl)oxy)-2-methylpropan-2-yl)-5-(2-((1-(methylsulfonyl)piperidin-4-yl)amino)pyrimidin-4-yl)thiazol-4-yl)-2-fluorophenyl)-2,6-difluorobenzenesulfonamide [Si](C1=CC=CC=C1)(C1=CC=CC=C1)(C(C)(C)C)OCC(C)(C)C=1SC(=C(N1)C=1C(=C(C=CC1)NS(=O)(=O)C1=C(C=CC=C1F)F)F)C1=NC(=NC=C1)NC1CCN(CC1)S(=O)(=O)C